2,2,2-trichloroethyl (3-cyclopropyl-2-methyl-6,7-dihydro-5H-cyclopenta[b]pyridin-4-yl)carbamate C1(CC1)C=1C(=C2C(=NC1C)CCC2)NC(OCC(Cl)(Cl)Cl)=O